O=C1NC(CCC1N1C(C2=CC=C(C=C2C1=O)CN1CCC(CC1)C1=CC(=CC=C1)C(F)(F)F)=O)=O 2-(2,6-dioxopiperidin-3-yl)-5-((4-(3-(trifluoromethyl)phenyl)piperidin-1-yl)methyl)isoindoline-1,3-dione